N[C@H](C(=O)O)CCC1=CC(OC2=C1C=CC(=C2)O)=O (2S)-2-amino-4-(7-hydroxy-2-oxo-2H-benzopyran-4-yl)butyric acid